N-[1-[(2R,4R,5S)-5-[[bis(4-methoxyphenyl)-phenyl-methoxy]methyl]-4-hydroxy-tetrahydrofuran-2-yl]-2-oxo-pyrimidin-4-yl]acetamide COC1=CC=C(C=C1)C(OC[C@H]1[C@@H](C[C@@H](O1)N1C(N=C(C=C1)NC(C)=O)=O)O)(C1=CC=CC=C1)C1=CC=C(C=C1)OC